N-(2-(N,N-bis(2,4-dimethoxybenzyl)sulfamoyl)pyridin-4-yl)-2-(4,4-difluoroazepan-1-yl)-4-methoxyquinoline-3-carboxamide COC1=C(CN(S(=O)(=O)C2=NC=CC(=C2)NC(=O)C=2C(=NC3=CC=CC=C3C2OC)N2CCC(CCC2)(F)F)CC2=C(C=C(C=C2)OC)OC)C=CC(=C1)OC